OC(CO)C1=CC=CC(=N1)C1=CC=C(OC2=C(C=C(C=C2)C(C)=O)C(F)(F)F)C=C1 1-(4-(4-(6-(1,2-Dihydroxyethyl)pyridin-2-yl)phenoxy)-3-(trifluoromethyl)phenyl)ethanon